3-fluoro-4-((3-(piperidin-4-ylamino)phenoxy)methyl)benzonitrile trifluoroacetic acid salt FC(C(=O)O)(F)F.FC=1C=C(C#N)C=CC1COC1=CC(=CC=C1)NC1CCNCC1